C(C)(C)(C)C(C(=O)O)(C)N(C(=O)OC(C)(C)C)C1=C(C(=CC=C1)C(C)C)N.COCC1=CC=CC=2C=3N(C(=NC12)NC=1C(N=CC=CC1)=O)N=C(N3)C3=CC=C(C=C3)OC (3R)-3-{[7-(methoxymethyl)-2-(4-methoxyphenyl)[1,2,4]triazolo[1,5-c]quinazolin-5-yl]amino}azepin-2-one t-butyl-((2-amino-3-isopropylphenyl)(t-butoxycarbonyl)amino)propanoate